COC1=CC=CC2=C1C=C(S2)C(=O)N2C(C1C(C2)CCC1)C(=O)N 2-(4-methoxy-1-benzothiophene-2-carbonyl)-hexahydro-1H-cyclopenta[c]pyrrole-1-carboxamide